NC1C(CCCC1)N 1,2-diamino-cyclohexane